C(C)SC=1NC(/C(/N1)=C/C=1C=C2C=NC=NC2=CC1)=O (4Z)-2-ethylsulfanyl-4-(quinazolin-6-ylmethylene)-1H-imidazol-5-one